C1=C(C=CC=2C3=CC=CC=C3C3=CC=CC=C3C12)C(=O)C1=CC=CC=C1 phenyl (triphenylene-2-yl) ketone